ClC1=NC(=CC=C1C(=O)OC(C)(C)C)Cl Tert-Butyl 2,6-dichloropyridine-3-carboxylate